FC1=C(C=C2CCNCC2=C1)NC1=NC=C(C(=N1)C1=CC2=C(C(NCCS2(=O)=O)=O)S1)C(F)(F)F 7-(2-((7-fluoro-1,2,3,4-tetrahydroisoquinolin-6-yl)amino)-5-(trifluoromethyl)pyrimidin-4-yl)-3,4-dihydrothieno[2,3-f][1,4]thiazepin-5(2H)-one 1,1-dioxide